methyl 1-trans-(2-fluorocyclopropyl)-2-oxo-1,2-dihydropyridine-3-carboxylate FC1C(C1)N1C(C(=CC=C1)C(=O)OC)=O